N,N'-(Sulfonyldi-4,1-phenylene)bis(2-chloroacetamide) S(=O)(=O)(C1=CC=C(C=C1)NC(CCl)=O)C1=CC=C(C=C1)NC(CCl)=O